BrC=1C=C(C=CC1)C(C(=O)N)C1=NC=CC(=C1)C(F)(F)F 2-(3-bromophenyl)-2-(4-(trifluoromethyl)pyridin-2-yl)acetamide